O.CN1[C@@H](CCC1)C(=O)O N-METHYL-L-PROLINE MONOHYDRATE